3,4,6-tri-O-galloyl-beta-D-glucose C(C1=CC(O)=C(O)C(O)=C1)(=O)O[C@@H]1[C@H]([C@H](O)O[C@@H]([C@H]1OC(C1=CC(O)=C(O)C(O)=C1)=O)COC(C1=CC(O)=C(O)C(O)=C1)=O)O